FC=1C=C(C=CC1N1N=CC(=C1)CCO)O 3-fluoro-4-(4-(2-hydroxyethyl)-1H-pyrazol-1-yl)phenol